CN(C)CC1=NC2=C(N1)C=CC=C2 2-((dimethylamino)methyl)-1H-benzo[d]imidazole